C(#C)[C@]1(C(N(CC1)C)=O)O (R,S)-3-ethynyl-3-hydroxy-1-methylpyrrolidin-2-one